CC(C)(CCC)C 2,2-dimethylpentan